ClC1=C(C=C(C=2C([C@]3(C(=CC(C[C@H]3C)=O)OC)OC21)=O)OC)C=2N(N=CC2)C2OCCCC2 (2S,5'R)-7-chloro-3',4-dimethoxy-5'-methyl-6-(2-tetrahydropyran-2-ylpyrazol-3-yl)spiro[benzofuran-2,4'-cyclohex-2-ene]-1',3-dione